FC(C1=CC=CC(=N1)C1=C(C2CCC1O2)C(=O)O)(F)F 3-(6-(trifluoromethyl)pyridin-2-yl)-7-oxabicyclo[2.2.1]hept-2-ene-2-carboxylic acid